C(CCCC)OC=CC1=CC=CC=C1 n-pentoxystyrene